(3S)-4-[7-(3-chlorophenyl)-5-(pyrrolidine-1-carbonyl)-7H-pyrrolo[2,3-d]pyrimidin-4-yl]-3-methylpiperazine-1-carboxylic acid tert-butyl ester C(C)(C)(C)OC(=O)N1C[C@@H](N(CC1)C=1C2=C(N=CN1)N(C=C2C(=O)N2CCCC2)C2=CC(=CC=C2)Cl)C